1-{4-[4-(benzylcarbamoyl)-1H-1,2,3-triazol-1-yl]butyl}-N-{[4-(trifluoromethyl)pyridin-2-yl]methyl}-1H-1,2,3-triazole-4-carboxamide C(C1=CC=CC=C1)NC(=O)C=1N=NN(C1)CCCCN1N=NC(=C1)C(=O)NCC1=NC=CC(=C1)C(F)(F)F